NCCC(=O)NC1CC2CCC(C1)C2N2C=CC1=CC=CC(=C21)C N-(3-(3-aminopropanamido)bicyclo[3.2.1]octan-8-yl)-7-methyl-1H-indole